FC(C(CCF)(F)F)(C(C(C(F)(F)F)(C(=C(F)F)F)F)(F)F)F tetrafluoroethylenefluoroethylene-hexafluoropropylene-vinylidene fluoride